O=C1NC(CCC1N1C(C2=CC=CC(=C2C1=O)N1CCC(CC1)C=O)=O)=O 1-(2-(2,6-dioxopiperidin-3-yl)-1,3-dioxoisoindolin-4-yl)piperidine-4-carbaldehyde